3,6-dichloro-9-(4-methoxybenzyl)-carbazole ClC=1C=CC=2N(C3=CC=C(C=C3C2C1)Cl)CC1=CC=C(C=C1)OC